CN(C1OC(C=C1C=1N=NC=CC1)=O)C 2-(dimethylamino)-3-pyridazin-3-yl-2H-furan-5-one